8-(2,2-dimethylpropyl)-2-{[(1S)-1-phenylpropyl]amino}pyrido[2,3-d]pyrimidin-7(8H)-one CC(CN1C(C=CC2=C1N=C(N=C2)N[C@@H](CC)C2=CC=CC=C2)=O)(C)C